tert-butyl 4-(6-(3-(methoxymethoxy)-5-(((3-methyl-1H-pyrazol-4-yl)methyl)amino)pyridin-2-yl)pyridazin-3-yl)-2-methylpiperazine-1-carboxylate COCOC=1C(=NC=C(C1)NCC=1C(=NNC1)C)C1=CC=C(N=N1)N1CC(N(CC1)C(=O)OC(C)(C)C)C